OB1OCCC2=C1C=C(C=C2)C(=O)N[C@H](C(=O)O)CNC(=O)C=2C=CC1=C(B(OCC1)O)C2 (S)-2,3-bis(1-hydroxy-3,4-dihydro-1H-benzo[c][1,2]oxaborinine-7-carboxamido)propanoic acid